(3aR,6aR)-1-methylhexahydropyrrolo[3,4-b]pyrrol CN1[C@@H]2[C@H](CC1)CNC2